NC1=NC(=C(C#N)C=C1)C(C)(C)F 6-amino-2-(2-fluoroprop-2-yl)nicotinonitrile